2,4-phenylene ether C1=C2C=C(C=C1)O2